1-(4-(4-((trans-4-((5-(trifluoromethyl)pyridin-2-yl)amino)cyclohexyl)sulfonyl)phenyl)pyridin-2-yl)pyrrolidin-2-one FC(C=1C=CC(=NC1)N[C@@H]1CC[C@H](CC1)S(=O)(=O)C1=CC=C(C=C1)C1=CC(=NC=C1)N1C(CCC1)=O)(F)F